C1=C2C3=C(C=CC2=CC=C1)C=CC1=C3OC3=C1C=CC=C3C3=NC=CC(=C3)C(C)(C)[2H] 2-(phenanthro[4,3-b]benzofuran-12-yl)-4-(propan-2-yl-2-d)pyridine